4-(t-butyl)benzoyl chloride C(C)(C)(C)C1=CC=C(C(=O)Cl)C=C1